OC=1C=C(CC(CO)C(CO)CC2=CC(=C(C=C2)O)O)C=CC1O 2,3-bis(3,4-dihydroxybenzyl)butane-1,4-diol